C(C)(=O)[C@@H]1C([C@@H](C1)CC(=O)ON=CC1=CC=C(C=C1)OC)(C)C 4-methoxybenzaldehyde O-(2-((1s,3s)-3-acetyl-2,2-dimethylcyclobutyl)acetyl) oxime